BrC=1C=CC(=NC1C)N(C)C 5-bromo-N,N,6-trimethylpyridin-2-amine